BrC1COCCC1 3-bromotetrahydropyran